(R)-5-Bromo-2-hydroxy-N-(2-hydroxy-3-(2-(hydroxymethyl)pyrrolidine-1-carbonyl)-5-(trifluoromethoxy)phenyl)benzenesulfonamide BrC=1C=CC(=C(C1)S(=O)(=O)NC1=C(C(=CC(=C1)OC(F)(F)F)C(=O)N1[C@H](CCC1)CO)O)O